[Br-].C[N+]1=C(C=CC=C1)C=C methyl-2-vinyl-pyridinium bromide